OCC1=CC=NN1 5-(hydroxymethyl)pyrazol